N1(CCC1)C=1C=C(CN2N=CC(=C2)C(=O)N2C[C@@]3(CCC2)C2=C(NC(O3)=O)C=CC(=C2F)Cl)C=CC1F (R)-1'-(1-(3-(Azetidin-1-yl)-4-fluorobenzyl)-1H-pyrazole-4-carbonyl)-6-chloro-5-fluorospiro[benzo[d][1,3]oxazine-4,3'-piperidin]-2(1H)-one